COC1=NC(=NC(=C1)OC)OC1=C(C=NO)C=CC=C1 (4,6-dimethoxypyrimidin-2-yloxy)benzaldehyde oxime